1-ISOPROPYL-3-METHYL-1H-PYRAZOLE-5-BORONIC ACID C(C)(C)N1N=C(C=C1B(O)O)C